COC1=C2C(CC(OC2=CC(=C1)OC)(C1=CC=CC=C1)C1=C(C=CC=C1)F)=O 5,7-dimethoxy-2-(o-fluorophenyl)-flavanone